6-fluoro-4-((1S,4s)-4-((R)-2-(4,6,7-trifluoro-1H-benzo[d]imidazol-2-yl)propyl)cyclohexyl)quinoline FC=1C=C2C(=CC=NC2=CC1)C1CCC(CC1)C[C@@H](C)C1=NC2=C(N1)C(=C(C=C2F)F)F